(Z)-N-(4-((4-(3,5-dichlorophenyl)piperazin-1-yl)sulfonyl)phenyl)-5-((2,5-dioxoimidazolidin-4-ylidene)methyl)-2-(N-methylmethylsulfonamido)benzamide ClC=1C=C(C=C(C1)Cl)N1CCN(CC1)S(=O)(=O)C1=CC=C(C=C1)NC(C1=C(C=CC(=C1)\C=C\1/NC(NC1=O)=O)N(S(=O)(=O)C)C)=O